(4,4'-Dimethoxytrityl)-2'-fluoro-N2-Isobutyryl-deoxyguanosine COC1=CC=C(C(C2=CC=C(C=C2)OC)(C2=CC=CC=C2)[C@@]2([C@@H]([C@H](O)[C@@H](CO)O2)F)N2C=NC=3C(=O)NC(NC(C(C)C)=O)=NC23)C=C1